[C@H]12CN(C[C@H](CC1)N2)C=2C1=C(N=C(N2)OCC2(CCC2)CO)SC2=C1C=CN=C2C2=C1C=NNC1=CC(=C2C(F)F)C (1-(((4-((1R,5S)-3,8-diazabicyclo[3.2.1]octan-3-yl)-8-(5-(difluoromethyl)-6-methyl-1H-indazol-4-yl)pyrido[4',3':4,5]thieno[2,3-d]pyrimidin-2-yl)oxy)methyl)cyclobutyl)methanol